CC1C(CCC1)(CN1CCCC1)CNC(=O)C1=CC2=C(S1)CCCCCC2 N-[[2-methyl-1-(pyrrolidin-1-ylmethyl)cyclopentyl]methyl]-4,5,6,7,8,9-hexahydrocycloocta[b]thiophene-2-carboxamide